7-(1-methyl-1H-pyrazol-4-yl)-N-(2-methyl-5-(2-(1-methyl-1,4,6,7-tetrahydro-5H-pyrazolo[4,3-c]pyridin-5-yl)acetamido)pyridin-3-yl)-[1,2,4]triazolo[4,3-a]pyridine-3-carboxamide CN1N=CC(=C1)C1=CC=2N(C=C1)C(=NN2)C(=O)NC=2C(=NC=C(C2)NC(CN2CC1=C(CC2)N(N=C1)C)=O)C